(3Z)-1-iodo-14,14-dihexyloxy-3-tetradecene ICC\C=C/CCCCCCCCCC(OCCCCCC)OCCCCCC